1-methyl-4-(methyl-d3)-5-(tributylstannyl)-1H-1,2,3-triazole CN1N=NC(=C1[Sn](CCCC)(CCCC)CCCC)C([2H])([2H])[2H]